ClC1=CCN(S1)C 5-chloro-2-methyl-4-isothiazolin